[Si](C1=CC=CC=C1)(C1=CC=CC=C1)(C(C)(C)C)OC[C@@H]1CCC2=CCCN12 (3S,7aR)-3-(((tert-butyldiphenylsilyl)oxy)methyl)tetrahydro-1H-pyrrolizine